1-(2-(Benzyloxy)ethyl)-6-fluoro-2-(hydroxymethyl)quinolin-4(1H)-one C(C1=CC=CC=C1)OCCN1C(=CC(C2=CC(=CC=C12)F)=O)CO